COC=1C=C(C=CC1NCC#CC=1N(C2=CC=CC(=C2C1)N[C@@H]1C[C@@H](OCC1)C)CC(F)(F)F)S(=O)(=O)N 3-methoxy-4-{[3-(4-{[(2S,4S)-2-methyloxan-4-yl]amino}-1-(2,2,2-trifluoroethyl)-1H-indol-2-yl)prop-2-yn-1-yl]amino}benzene-1-sulfonamide